C(C)(C)(C)OC(C[C@@H](C1CC1)C1=CC(=C(C=C1)Cl)N)=O (S)-3-(3-amino-4-chlorophenyl)-3-cyclopropylpropanoic acid tert-butyl ester